C1(C=2C(C=NN1)=CNC(C2)=O)=O pyrido[3,4-d]pyridazin-1,7(2H,6H)-dione